O=C1NC(CCC1N1C(C2=CC=C(C=C2C1)C1CCN(CC1)CC1CCN(CC1)C(=O)OC(C)(C)C)=O)=O tert-butyl 4-((4-(2-(2,6-dioxopiperidin-3-yl)-1-oxoisoindolin-5-yl)piperidin-1-yl)methyl)piperidine-1-carboxylate